C(C)(C)(C)OC(=O)N1CC2C(N=C(C(=C2C1)C)C)CNC=O 4-formylaminomethyl-6,7-dimethyl-1,3,3a,4-tetrahydro-pyrrolo[3,4-c]pyridine-2-carboxylic acid tert-butyl ester